Tert-Butyl-4-(8-methyl-2,3-dioxo-2,3-dihydropyrido[2,3-b]pyrazin-4(1H)-yl)piperidin C(C)(C)(C)N1CCC(CC1)N1C2=C(NC(C1=O)=O)C(=CC=N2)C